BrC=1C(=CC(=NC1)NC(C(C)(C)C)=O)CCO N-(5-bromo-4-(2-hydroxyethyl)pyridin-2-yl)pivaloamide